lysyl-behenyl alcohol N[C@@H](CCCCN)C(=O)CCCCCCCCCCCCCCCCCCCCCCO